N-(3-chloro-4-(6-cyano-5-fluoropyridin-2-yl)phenyl)-4-fluorobenzenesulfonamide ClC=1C=C(C=CC1C1=NC(=C(C=C1)F)C#N)NS(=O)(=O)C1=CC=C(C=C1)F